COC([C@@H](O)CC1=CNC2=CC=CC=C12)=O (S)-indole-3-lactic acid methyl ester